Methyl 3-amino-6-(1-(1-(tert-butoxycarbonyl)piperidin-4-yl)-1H-1,2,3-triazol-4-yl)pyrazine-2-carboxylate NC=1C(=NC(=CN1)C=1N=NN(C1)C1CCN(CC1)C(=O)OC(C)(C)C)C(=O)OC